CCCCCCCCCC/C=C\CCCCCCCCCC(=O)O[C@H](COC(=O)CCCCCCC/C=C\CCCCCC)COP(=O)(O)OC[C@H](CO)O 1-(9Z-hexadecenoyl)-2-(11Z-docosenoyl)-glycero-3-phospho-(1'-sn-glycerol)